(4-((5-bromopyridin-2-yl)amino)-3-(1-methyl-1H-imidazol-4-yl)phenyl)acrylamide BrC=1C=CC(=NC1)NC1=C(C=C(C=C1)C(C(=O)N)=C)C=1N=CN(C1)C